4,5-dimethyl-2-hexanol CC(CC(C)O)C(C)C